C1(=CC=CC=C1)N(C(=S)S)CCO phenyl(2-hydroxyethyl)carbamodithioic acid